((2-chloro-3-nitropyridin-4-yl)oxy)-5-methyl-1-(tetrahydro-2H-pyran-2-yl)-1H-indazole ClC1=NC=CC(=C1[N+](=O)[O-])OC1=NN(C2=CC=C(C=C12)C)C1OCCCC1